C1(=CC=CC=C1)C(C(O)O)C 2-Phenylpropanediol